ClC1=CC=C2C(=CNC2=C1)S(=O)(=O)NC1=NC(=C(C=C1F)CC(F)F)OC 6-chloro-N-[5-(2,2-difluoroethyl)-3-fluoro-6-methoxy-2-pyridinyl]-1H-indole-3-sulfonamide